FC1C(C1)N1C(C(=CC=C1)NC(=O)C=1C(=NC=2N(C1)C=C(N2)C21COC(C2)(C1)C)OC(C)C)=O racemic-N-(1-trans-(2-fluorocyclopropyl)-2-oxo-1,2-dihydropyridin-3-yl)-7-isopropoxy-2-(1-methyl-2-oxabicyclo[2.1.1]hexan-4-yl)imidazo[1,2-a]pyrimidine-6-carboxamide